4-(6-(6-((6-methoxypyridin-3-yl)methyl)-3,6-diazabicyclo[3.1.1]heptan-3-yl)pyridin-3-yl)-6-(4,4,5,5-tetramethyl-1,3,2-dioxaborolan-2-yl)-1H-pyrazolo[3',4':3,4]pyrazolo[1,5-a]pyridine COC1=CC=C(C=N1)CN1C2CN(CC1C2)C2=CC=C(C=N2)C=2C=1N(C=C(C2)B2OC(C(O2)(C)C)(C)C)N=C2C1C=NN2